OC1=CC=C(C=C1)C1=CC(=NN1)NC1=C(C=C(C=C1)NC(CCC)=O)C N-(4-((5-(4-hydroxyphenyl)-1H-pyrazol-3-yl)amino)-3-methylphenyl)butyramide